FC(CN1N=CC=2C1=NC(=CN2)N2CC1(CC2=O)CN(CC1)C=1C=NC(=CC1)C(F)(F)F)F 2-[1-(2,2-difluoroethyl)-1H-pyrazolo[3,4-b]pyrazin-6-yl]-7-[6-(trifluoromethyl)pyridin-3-yl]-2,7-diazaspiro[4.4]nonan-3-one